OCC(=O)[C@H](O)[C@@H](O)[C@@H](O)[C@H](O)CO galactoheptulose